ClC1=CC2=C(N=C(O2)C=2C(=C(C=CC2)C2=C(C(=CC=C2)C=2OC3=C(N2)C=C(C(=C3)OC(F)F)CN3[C@@H](CCC3)C(=O)O)C)C)C=C1CNCC ((2-(3'-(6-chloro-5-((ethylamino)methyl)benzo[d]oxazol-2-yl)-2,2'-dimethyl-[1,1'-biphenyl]-3-yl)-6-(difluoromethoxy)benzo[d]oxazol-5-yl)methyl)-L-proline